6-propylpyrimidine C(CC)C1=CC=NC=N1